tert-butyl 3-((tert-butyldimethylsilyl)oxy)-4-(methylamino)pyrrolidine-1-carboxylate [Si](C)(C)(C(C)(C)C)OC1CN(CC1NC)C(=O)OC(C)(C)C